F[C@@H]1[C@@H](C1)C(=O)NC1=CC=C2C(=N1)N(N=C2C2=CC1=C(N=CS1)C=C2OC)COCC[Si](C)(C)C (1S,2S)-2-fluoro-N-(3-(5-methoxybenzo[d]thiazol-6-yl)-1-((2-(trimethylsilyl)ethoxy)methyl)-1H-pyrazolo[3,4-b]pyridin-6-yl)cyclopropane-1-carboxamide